O1C=C(C=C1)C=1C=CC2=C(C(C=3C(=CC4=C(OCO4)C3)OC2)=O)C1 9-(3-furanyl)[2]benzoxepino[3,4-f]-1,3-benzodioxol-11(6H)-one